ClC=1C=C(CNC2=NC(=NC3=CC=C(C=C23)C=2C(=NOC2C)C)C(=O)NCC=2C=NN(C2C)C)C=CC1 ((3-chlorobenzyl)amino)-N-((1,5-dimethyl-1H-pyrazol-4-yl)methyl)-6-(3,5-dimethylisoxazol-4-yl)quinazoline-2-carboxamide